BrC1=CC(=C(C=C1)S(=O)(=O)C)C 4-bromo-2-methyl-1-(methylsulfonyl)benzene